(8β)-2-bromo-9,10-didehydro-N,N-diethyl-6-methylergoline-8-carboxamide BrC1=C2C[C@H]3N(C[C@@H](C=C3C=3C=CC=C(N1)C32)C(=O)N(CC)CC)C